C(CCCCCCCCCCCCCCC(C)C)(=O)OCCCCCCCCCCC(C)C isotridecyl isostearate